N-(7-chloro-6-(1-(4-hydroxy-3-methyltetrahydrofuran-3-yl)piperidin-4-yl)isoquinolin-3-yl)-2,2-dimethyltetrahydro-2H-pyran-4-carboxamide ClC1=C(C=C2C=C(N=CC2=C1)NC(=O)C1CC(OCC1)(C)C)C1CCN(CC1)C1(COCC1O)C